1-fluoro-2,2,2-trichloroethyl methyl ether COC(C(Cl)(Cl)Cl)F